F[C@H]1C[C@@H](N(C1)C(=O)OC(C)(C)C)C(NC1=CC=C(C=C1)C1(CC1)C(=O)OC)=O tert-butyl (2R,4S)-4-fluoro-2-[[4-(1-methoxycarbonylcyclopropyl)phenyl]carbamoyl]pyrrolidine-1-carboxylate